(2R)-1-(benzyloxy)-3-[6-(oxan-4-yl)pyridin-3-yl]-1-oxopropan-2-yl (2S)-2-[[(tert-butoxy)carbonyl](methyl)amino]-4-fluoro-4-methylpentanoate C(C)(C)(C)OC(=O)N([C@H](C(=O)O[C@@H](C(=O)OCC1=CC=CC=C1)CC=1C=NC(=CC1)C1CCOCC1)CC(C)(C)F)C